3,3'-Hexamethylenebis(5-amino-1,2,4-triazole) NC1=NC(=NN1)CCCCCCC1=NNC(=N1)N